5-(8-(6-Acetyl-3-ethyl-4,5,6,7-tetrahydro-1H-pyrazolo[3,4-c]pyridin-1-yl)isoquinolin-3-yl)picolinic acid C(C)(=O)N1CC2=C(CC1)C(=NN2C=2C=CC=C1C=C(N=CC21)C=2C=CC(=NC2)C(=O)O)CC